7-carbamoyl-2-azaspiro[4.4]nonane-2-carboxylic acid tert-butyl ester C(C)(C)(C)OC(=O)N1CC2(CC1)CC(CC2)C(N)=O